FC1(CN(CCC12COC1=C3CN(C(C3=CC=C12)=O)[C@@H]1C(NC(CC1)=O)=O)C([2H])([2H])C1=CC(=CC=C1)C=1C=NN(C1)C([2H])([2H])[2H])F (3S)-3-(3',3'-difluoro-1'-((3-(1-(methyl-d3)-1H-pyrazol-4-yl)phenyl)methyl-d2)-6-oxo-6,8-dihydro-2H,7H-spiro[furo[2,3-e]isoindol-3,4'-piperidin]-7-yl)piperidine-2,6-dione